m-aminophenoxypropyl-trimethoxysilane NC=1C=C(OCCC[Si](OC)(OC)OC)C=CC1